O=C1NCC2(CN(C2)C(=O)OCC=C)C1 allyl 7-oxo-2,6-diazaspiro[3.4]octane-2-carboxylate